1-cyclopropyl-N-[(3S)-5-methyl-4-oxo-2,3-dihydro-1,5-benzoxazepin-3-yl]pyrazolo[3,4-d]pyrimidine-6-carboxamide C1(CC1)N1N=CC=2C1=NC(=NC2)C(=O)N[C@H]2COC1=C(N(C2=O)C)C=CC=C1